C1CCC2=C(C=3CCCC3C=C12)NC(=O)C1N2C(OC1(C)COC)=C(C=N2)S(=O)(N)=N ((1,2,3,5,6,7-hexahydro-s-indacen-4-yl)carbamoyl)-2-(methoxymethyl)-2-methyl-2,3-dihydropyrazolo[5,1-b]oxazole-7-sulfonimidamide